rac-4-amino-3-(((4-methyl-7,10-dioxadispiro[2.2.46.23]dodecane-4-yl)methyl)amino)benzonitrile NC1=C(C=C(C#N)C=C1)NC[C@]1(C2(CC2)CCC2(C1)OCCO2)C |r|